Cl.N[C@H](C(=O)OCC1=CC(=NC(=C1)Cl)Cl)CC1CCC1 (2,6-Dichloropyridin-4-yl)methyl (S)-2-amino-3-cyclobutylpropanoate hydrochloride